7-(3,4-difluoro-2-methoxyphenyl)-2,5-dioxaspiro[3.4]oct-6-ene-6-carboxylic acid ethyl ester C(C)OC(=O)C=1OC2(COC2)CC1C1=C(C(=C(C=C1)F)F)OC